2-methyl-2-(2-propen-2-yl)oxirane CC1(OC1)C(C)=C